COCC(C(=O)N)CC(=O)N 2-(methoxymethyl)-succinamide